C(CCCCCCCCCCCCCCCCS)S 1,17-heptadecanedithiol